COC(=O)C1=CC2=C(N=C(N2CCOC)CC2=NC=C(C=C2F)Br)C=C1 2-[(5-Bromo-3-fluoro-2-pyridinyl)methyl]-3-(2-methoxyethyl)benzimidazole-5-carboxylic acid methyl ester